C(C)(C)(C)OC(=O)N1CCC2(CC1)COC1=C(C2)C=CC(=C1)Br 7-bromospiro[benzopyran-3,4'-piperidine]-1'-carboxylic acid tert-butyl ester